C(C)(C)(C)OC(=O)NCCSP(=O)(OCC)N[C@@H](C)C(=O)OC(C)C Isopropyl (((2-((tert-butoxycarbonyl)amino)ethyl)thio)(ethoxy) phosphoryl)-L-alaninate